C1(CC1)C=1C(=C2C(C(N(C2=C(C1)F)CC(=O)N[C@H](C)C1(CC1)CC(=O)O)=O)(C)C)F (R)-2-(1-(1-(2-(5-cyclopropyl-4,7-difluoro-3,3-dimethyl-2-oxoindolin-1-yl)acetamido)ethyl)cyclopropyl)acetic acid